ethyl 2-[(6-chloro-5-cyclopropylpyridazin-3-yl)(methyl)amino]-1,3-thiazole-4-carboxylate ClC1=C(C=C(N=N1)N(C=1SC=C(N1)C(=O)OCC)C)C1CC1